2-(Bromomethyl)-5-chloro-1-tosyl-1H-pyrrolo[3,2-b]pyridine BrCC1=CC2=NC(=CC=C2N1S(=O)(=O)C1=CC=C(C)C=C1)Cl